4,9-dimethyl-2,4,6,8,10-dodecane-pentaene-1,12-dialdehyde CC(C=CC=O)=CC=CC=C(C=CC=O)C